C1(=CC=CC=C1)C1=NN=C(N1)NC1=CC=C(C=C1)C(F)(F)F 3-phenyl-5-(4-trifluoromethylanilino)-4H-1,2,4-triazole